6-azabicyclo[3.2.1]octane-6-carboxylate C12CCCC(N(C1)C(=O)[O-])C2